2-tert-butyl-4-methoxyphenyl (3,3'-di-tert-butyl-5,5'-dimethoxy-1,1'-biphenyl-2,2'-diyl) phosphite P1(OC2=C(C=C(C=C2)OC)C(C)(C)C)OC2=C(C=C(C=C2C(C)(C)C)OC)C2=C(C(=CC(=C2)OC)C(C)(C)C)O1